1-Cyclopropylmethyl-5-[1-(2-fluoro-6-methyl-phenyl)-piperidin-4-yl]-7-(2-trifluoromethyl-benzyl)-1,4,5,7-tetrahydro-pyrazolo[3,4-d]pyrimidin-6-on C1(CC1)CN1N=CC2=C1N(C(N(C2)C2CCN(CC2)C2=C(C=CC=C2C)F)=O)CC2=C(C=CC=C2)C(F)(F)F